CC=1C(=C(C(=O)OCC=2C(=NOC2)CC)C=CC1CC=1C(NC2=CC=NC=C2C1)=O)Cl (3-Ethyl-isoxazol-4-yl)methanol Methyl-2-chloro-4-((2-oxo-1,2-dihydro-1,6-naphthyridin-3-yl)methyl)benzoate